nickel-iron-barium [Ba].[Fe].[Ni]